BrC1=CC=C(C=C1)C=1N=C(SC1)C(=O)O 4-bromophenyl-thiazolecarboxylic acid